COC1=C(C=C(C=C1)C1(CCOCC1)C)S(=O)(=O)NC(=O)C1=CC2=CC=CC(=C2C=C1)N1N=CC=C1 N-((2-methoxy-5-(4-methyltetrahydro-2H-pyran-4-yl)phenyl)sulfonyl)-5-(1H-pyrazol-1-yl)-2-naphthamide